ClC=1C(=NC(=NC1)NC1CCOCC1)C1=CC=C2CN(C(C2=C1)=O)CC(=O)N[C@H](C)C1=C(C=CC=C1)C 2-(6-{5-chloro-2-[(oxacyclohex-4-yl)amino]pyrimidin-4-yl}-1-oxo-2,3-dihydro-1H-isoindol-2-yl)-N-[(1R)-1-(2-methylphenyl)ethyl]acetamide